Cl.C(C)N=C=NCCCN(C)C ethyl-3-(dimethylaminopropyl)carbodiimide hydrochloride